4-benzyl-4-hydroxy-N-[4-methoxy-7-(1-methyl-1H-pyrazol-4-yl)-3H-imidazo[4,5-c]pyridin-2-yl]piperidine-1-carboxamide C(C1=CC=CC=C1)C1(CCN(CC1)C(=O)NC1=NC2=C(C(=NC=C2C=2C=NN(C2)C)OC)N1)O